N-[(2-chloroquinolin-7-yl)methyl]-N-{2-[(4-methoxyphenyl)methyl]-1-oxo-2,3-dihydro-1H-isoindol-4-yl}acetamide ClC1=NC2=CC(=CC=C2C=C1)CN(C(C)=O)C1=C2CN(C(C2=CC=C1)=O)CC1=CC=C(C=C1)OC